3-Methyl-2-(6-trifluoromethoxy-benzothiazol-2-ylamino)-3H-imidazo[4,5-b]pyridine-6-carboxylic acid ethyl ester C(C)OC(=O)C=1C=C2C(=NC1)N(C(=N2)NC=2SC1=C(N2)C=CC(=C1)OC(F)(F)F)C